ClC=1C=CC=2N=CN=C(C2N1)N1CC(C1)C#N 1-(6-chloropyrido[3,2-d]pyrimidin-4-yl)azetidine-3-carbonitrile